C(CCC)OC=1C(=CC(=C(C#N)C1)F)O[C@H]1CN(C[C@]1(CO)O)S(=O)(=O)C1=C(C=C(C=C1)C(F)(F)F)C#N 5-butoxy-4-(((3S,4R)-1-((2-cyano-4-(trifluoromethyl)phenyl)sulfonyl)-4-hydroxy-4-(hydroxymethyl)pyrrolidin-3-yl)oxy)-2-fluorobenzonitrile